NC1C2=CC=CC=C2CC12CCN(CC2)C=2N=CC(=NC2CO)C=CC2=NC(=NC=C2)O 4-(2-(5-(1-amino-1,3-dihydrospiro[indene-2,4'-piperidin]-1'-yl)-6-(hydroxymethyl)pyrazin-2-yl)vinyl)pyrimidin-2-ol